FC(F)(F)C1=C(C#N)C=CC=C1 trifluoromethyl-benzonitrile